O1COC2=C1C=CC(=C2)/C=C/C(=O)Cl (E)-3-(1,3-benzodioxol-5-yl)prop-2-enoyl chloride